tert-Butyl 2-[3-(trifluoromethoxy)phenyl]sulfonyl-2,6-diazaspiro[3.3]heptane-6-carboxylate FC(OC=1C=C(C=CC1)S(=O)(=O)N1CC2(C1)CN(C2)C(=O)OC(C)(C)C)(F)F